2-bromo-4-carboxy-hexadiene BrC(=C)C=C(CC)C(=O)O